COC(C1=CC=CC(=C1)C(F)(F)F)=O 5-(trifluoromethyl)benzoic acid methyl ester